ClC=1C=C(C=C2C(=C(C=NC12)C#N)NCC(C)(C)C)N[C@@H](C1=CC=C2C=CC=NC2=C1)C=1N=NN(C1)C1(CC1)C(F)F (S)-8-chloro-6-(((1-(1-(difluoromethyl)cyclopropyl)-1H-1,2,3-triazol-4-yl)(quinolin-7-yl)methyl)amino)-4-(neopentylamino)quinoline-3-carbonitrile